n-eicosylpropylenediamine C(CCCCCCCCCCCCCCCCCCC)NC(CN)C